NC=1C(=NC2=C(C(=C(C=C2C1N[C@@H]1C[C@@H](N(C1)C(=O)OC(C)(C)C)C(=O)OC)Cl)Br)F)N1CC(C1)N(C)C 1-(tert-butyl) 2-methyl (2R,4R)-4-((3-amino-7-bromo-6-chloro-2-(3-(dimethylamino)-azetidin-1-yl)-8-fluoroquinolin-4-yl)amino)pyrrolidine-1,2-dicarboxylate